C(C1=CC=CC=C1)OC1CC(C1)(O[Si](C1=CC=CC=C1)(C1=CC=CC=C1)C(C)(C)C)C [3-(benzyloxy)-1-methylcyclobutoxy](tert-butyl)diphenylsilane